N-butyl-N-methyl-5-(4,4,5,5-tetramethyl-1,3,2-dioxaborolan-2-yl)pyridin-2-amine C(CCC)N(C1=NC=C(C=C1)B1OC(C(O1)(C)C)(C)C)C